6-[(2S)-2-aminopropyl]-4-{[(thiophen-2-yl)methyl]amino}thieno[3,2-d]pyrimidine-2,7-dicarbonitrile hydrochloride Cl.N[C@H](CC1=C(C=2N=C(N=C(C2S1)NCC=1SC=CC1)C#N)C#N)C